C1(=CC=C(C=C1)OCCCN(CCC[Si](OC)(OC)OC)CCC[Si](OC)(OC)OC)OCCCN(CCC[Si](OC)(OC)OC)CCC[Si](OC)(OC)OC 3,3'-(1,4-phenylenebis(oxy))bis(N,N-bis(3-(trimethoxysilyl)propyl)propan-1-amine)